(S)-4-((5-amino-7-((1-((tert-butyldiphenylsilyl)oxy)hexan-3-yl)amino)-1H-pyrazolo[4,3-d]pyrimidin-1-yl)methyl)-3-methoxybenzoic acid NC=1N=C(C2=C(N1)C=NN2CC2=C(C=C(C(=O)O)C=C2)OC)N[C@H](CCO[Si](C2=CC=CC=C2)(C2=CC=CC=C2)C(C)(C)C)CCC